FC(C1=NN=C2N1CCN(C2)C2=CC=C(C=N2)C2N(CCC2)C2=C1C=CN=C(C1=CC=C2)N)(F)F 5-(2-(6-(3-(trifluoromethyl)-5,6-dihydro-[1,2,4]triazolo[4,3-a]pyrazin-7(8H)-yl)pyridin-3-yl)pyrrolidin-1-yl)isoquinolin-1-amine